methyl (1R,3S)-1-[(5-bromo-2-fluorophenyl)methyl]-3-methanesulfonamidocyclopentane-1-carboxylate BrC=1C=CC(=C(C1)C[C@]1(C[C@H](CC1)NS(=O)(=O)C)C(=O)OC)F